C(=C\C=C\CCCCCCCCCC)OC(C)=O acetic acid (3E,8Z)-tetradecadien-1-yl ester